tert-Butyl-(R)-(2-(4-(8-amino-2-(3-((3-hydroxy-1-methyl-2-oxopyrrolidin-3-yl)ethynyl)phenyl)pyrido[3,4-d]pyrimidin-5-yl)-1H-pyrazol-1-yl)ethyl)carbamate C(C)(C)(C)OC(NCCN1N=CC(=C1)C1=CN=C(C=2N=C(N=CC21)C2=CC(=CC=C2)C#C[C@]2(C(N(CC2)C)=O)O)N)=O